bicyclo[1.1.1]-1-pentylamine C12(CC(C1)C2)N